trans-3-ethylpyrrolidine-1,2-dicarboxylic acid 1-tert-butyl 2-methyl ester COC(=O)[C@@H]1N(CC[C@H]1CC)C(=O)OC(C)(C)C